O1COC2=C1C=CC=C2OC(CCN(C)C)C2=CC(=CC=C2)Cl 3-[(Benzo[d][1,3]dioxolan-4-yl)-oxy]-3-(3-chlorophenyl)-N,N-dimethylpropylamine